ethyl (6R)-6-[4-(5-fluoro-3-formyl-2-pyridyl)piperazin-1-yl]-2-azaspiro[3.4]-octane-2-carboxylate FC=1C=C(C(=NC1)N1CCN(CC1)[C@H]1CC2(CN(C2)C(=O)OCC)CC1)C=O